3-(naphthalen-1-yl)-N-phenylaniline C1(=CC=CC2=CC=CC=C12)C=1C=C(NC2=CC=CC=C2)C=CC1